FC1(C[C@@H](N(C1)C1CCN(CC1)C1CC2(C1)CN(CC2)C(=O)OCC)C)F Ethyl 2-{4-[(2S)-4,4-difluoro-2-methylpyrrolidin-1-yl]piperidin-1-yl}-6-azaspiro[3.4]octane-6-carboxylate